C(C)(=O)C1=NN(C2=CC=C(C=C12)C=1C=NC(=CC1)F)CC(=O)N1[C@@H](CCC1)C(=O)NC1=NC(=CC=C1)C (S)-1-(2-(3-acetyl-5-(6-fluoropyridin-3-yl)-1H-indazol-1-yl)acetyl)-N-(6-methylpyridin-2-yl)pyrrolidine-2-carboxamide